ClC1=C(C=C(C=C1)N1CCN(CC1)C(=O)OC(C)(C)C)C#N Tert-butyl 4-(4-chloro-3-cyanophenyl)piperazine-1-carboxylate